2-(4-methylhexyl)-8-methyl-1-dodecanol CC(CCCC(CO)CCCCCC(CCCC)C)CC